ClC=1C=NC=C(C1[C@@H](C)OC=1C=C2C(=NN(C2=CC1)C1OCCCC1)C=1C=C(C(=NC1)OC)NC(C1=NC=CC=C1)=O)Cl N-(5-(5-((R)-1-(3,5-Dichloropyridin-4-yl)ethoxy)-1-(tetrahydro-2H-pyran-2-yl)-1H-indazol-3-yl)-2-methoxypyridin-3-yl)picolinamide